CC1(CC(=C2C(=NC(CS2)C(=O)O)C1)NC1=CC=C(C=C1)OCCCCCCCC)C 6,6-dimethyl-8-(4-octoxyanilino)-2,3,5,7-tetrahydro-1,4-benzothiazine-3-carboxylic acid